4-[3-(2,6-Dichloro-4-morpholin-4-ylbenzoyl)-2,4-dihydro-1,3-benzoxazin-8-yl]-5-fluoro-2-morpholin-4-ylbenzoic acid ClC1=C(C(=O)N2COC3=C(C2)C=CC=C3C3=CC(=C(C(=O)O)C=C3F)N3CCOCC3)C(=CC(=C1)N1CCOCC1)Cl